ClC1=CC=C(CN2CC(CCC2)C2=CC=NC=3N2N=C(C3CN)C)C=C1 (7-(1-(4-Chlorobenzyl)piperidin-3-yl)-2-methylpyrazolo[1,5-a]pyrimidin-3-yl)methanamine